(1R,4S)-2-azabicyclo[2.2.1]hept-2-ene-3-thiol [C@@H]12N=C([C@@H](CC1)C2)S